3-((12-(3-fluorophenyl)dodecyl)oxy)propyl hydrogen ((((R)-1-(6-amino-9H-purin-9-yl)propan-2-yl)oxy)methyl)phosphonate NC1=C2N=CN(C2=NC=N1)C[C@@H](C)OCP(OCCCOCCCCCCCCCCCCC1=CC(=CC=C1)F)(O)=O